benzyl N-[2-(2-[[2-(2,6-dioxopiperidin-3-yl)-1,3-dioxoisoindol-4-yl]oxy]ethoxy)ethyl]-N-methylcarbamate O=C1NC(CCC1N1C(C2=CC=CC(=C2C1=O)OCCOCCN(C(OCC1=CC=CC=C1)=O)C)=O)=O